NCC1=CC=C(C=C1)C1=CC=C(S1)C(C)NC1=NC(=NC2=CC(=C(C=C12)OC)OC)C N-[1-{5-[4-(aminomethyl)phenyl]thiophen-2-yl}ethyl]-6,7-dimethoxy-2-methylquinazolin-4-amine